arsine chloride [Cl-].[AsH3]